7-Chloro-6-(2,6-difluorophenyl)-1-methyl-8-(trifluoromethyl)-4H-[1,2,4]triazolo[4,3-a][1,4]benzodiazepin ClC1=C(C=CC2=C1C(=NCC=1N2C(=NN1)C)C1=C(C=CC=C1F)F)C(F)(F)F